C1(CCC1)OC1=CC(=C2C(=N1)NC=C2)N2CC1=C(N=CN=C1C1CCN(CC1)S(=O)(=O)C)C[C@H]2C (R)-6-(6-cyclobutoxy-1H-pyrrolo[2,3-b]pyridin-4-yl)-7-methyl-4-(1-(methylsulfonyl)piperidin-4-yl)-5,6,7,8-tetrahydropyrido[4,3-d]pyrimidine